2-[[5-(4,5-Dimethyl-2-nitrophenyl)-2-furanyl]methylene]-1H-indene-1,3(2H)-dione CC1=CC(=C(C=C1C)C1=CC=C(O1)C=C1C(C2=CC=CC=C2C1=O)=O)[N+](=O)[O-]